N-((1s,3s)-3-((5-(1-(2,2-difluoroethyl)-1H-benzo[d][1,2,3]triazol-6-yl)-4-methoxypyrrolo[2,1-f][1,2,4]triazin-2-yl-7-d)amino)-1-methylcyclobutyl)acetamide FC(CN1N=NC2=C1C=C(C=C2)C=2C=C(N1N=C(N=C(C12)OC)NC1CC(C1)(C)NC(C)=O)[2H])F